BrC=1C=CC(=NC1)CCC1CCN(CC1)C(=O)OC(C)(C)C tert-butyl 4-[2-(5-bromo-2-pyridyl)ethyl]piperidine-1-carboxylate